C1(CCCC1)C1=CC(=NN1)NC1=CC=C2C(=N1)C(NC2=O)(C)C 2-((5-cyclopentyl-1H-pyrazol-3-yl)amino)-7,7-dimethyl-6,7-dihydro-5H-pyrrolo[3,4-b]pyridin-5-one